C1(=CC=C(C=C1)CNC1=CC(=NC=2N1N=CC2C2CC2)NC[C@@H]2[C@H](CNCC2)O)C2=CC=CC=C2 (3R,4R)-4-(((7-(([1,1'-biphenyl]-4-ylmethyl)amino)-3-cyclopropylpyrazolo[1,5-a]pyrimidin-5-yl)amino)methyl)piperidin-3-ol